amino-(5R)-(hydrazinecarbonyl)-piperidine NC1N(CCCC1)C(=O)NN